5-cyclopropyl-1H,2H,3H-pyrrolo[2,3-b]Pyridin-2-one C1(CC1)C=1C=C2C(=NC1)NC(C2)=O